ClC1=C(CC(C(=O)N2CC(CCC2)C(=O)OCC)CSC2=CC=CC=C2)C=CC=C1 ethyl 1-(2-(2-chlorobenzyl)-3-(phenylthio)propanoyl)piperidine-3-carboxylate